C(C)OC(NC1=NC=CC(=C1)CCC1=CN=C(S1)NC(=O)NC=1N(N=C(C1)C(C)(C)C)C(C)C)=O [4-(2-{2-[3-(5-tert-Butyl-2-isopropyl-2H-pyrazol-3-yl)-ureido]-thiazol-5-yl}-ethyl)-pyridin-2-yl]-carbamic acid ethyl ester